COCCOCCNC([O-])=O N-[2-(2-methoxyethoxy)ethyl]carbamate